tert-butyl (S)-5-amino-4-(5-(5-bromo-1-methyl-1H-imidazol-4-yl)-1-oxoisoindolin-2-yl)-5-oxopentanoate NC([C@H](CCC(=O)OC(C)(C)C)N1C(C2=CC=C(C=C2C1)C=1N=CN(C1Br)C)=O)=O